5-aminoValeric acid hydrochloride Cl.NCCCCC(=O)O